ClC1=CC(=C(OCC2=NN(C3=NC=CC=C32)C(=O)OC(C)(C)C)C=C1C)C1=CC(=CC=C1)C(N(C)C)=O tert-Butyl 3-[[4-chloro-2-[3-(dimethylcarbamoyl)phenyl]-5-methyl-phenoxy]methyl]pyrazolo[3,4-b]pyridine-1-carboxylate